FC=1C(=NC(=NC1)NC1=CC=C(C=C1)[SH2](=O)C=N)N1CCOC2(CCC2)C1 {4-[(5-fluoro-4-{5-oxa-8-azaspiro[3.5]nonan-8-yl}pyrimidin-2-yl)amino]phenyl}(imino)methyl-λ6-sulfanone